CN1C=C(C2=C1N=CN=C2N)C=2C=C1CCN(C1=CC2)C(CC2=CC(=CC=C2)C2=C(C=CC=C2)C(F)(F)F)=O 7-Methyl-5-(1-{[3-(trifluoromethylphenyl)phenyl]acetyl}-2,3-dihydro-1H-indol-5-yl)-7H-pyrrolo[2,3-d]pyrimidin-4-amine